Rac-4-(4-methylphenyl)-N-[(1s,2s)-2-(piperazin-1-yl)cyclohexyl]piperidine-1-carboxamide dihydrochloride Cl.Cl.CC1=CC=C(C=C1)C1CCN(CC1)C(=O)N[C@@H]1[C@H](CCCC1)N1CCNCC1 |r|